ClC1=C(C=C(C(=C1)F)F)C1=CC=2N(C(N(C(C2S1)=O)C=1C2=C(C=NC1)C=NN2C)=O)CCC#N 3-[6-(2-chloro-4,5-difluoro-phenyl)-3-(1-methylpyrazolo[4,3-c]pyridin-7-yl)-2,4-dioxo-thieno[3,2-d]pyrimidin-1-yl]propanenitrile